aminoguanidine DL-mandelate salt C(C(O)C1=CC=CC=C1)(=O)O.NNC(=N)N